C(C)(C)(C)C1CCC(CC1)=O 4-(tert-butyl)cyclohexane-1-one